C(C1=CC=CC=C1)C=1N(C=2C(=C3CC[C@@H](NC3=CC2)C)N1)[C@H]1[C@H](CNCC1)OC (7S)-2-Benzyl-3-[(3S,4R)-3-methoxypiperidin-4-yl]-7-methyl-3H,6H,7H,8H,9H-imidazo[4,5-f]chinolin